1-(3,5-dimethoxyphenyl)-2-(4-methoxyphenyl)ethane COC=1C=C(C=C(C1)OC)CCC1=CC=C(C=C1)OC